The molecule is an all-trans-4-hydroxyretinoate that is the conjugate base of (S)-all-trans-4-hydroxyretinoic acid, obtained by deprotonation of the carboxy group; major species at pH 7.3. It is a conjugate base of a (S)-all-trans-4-hydroxyretinoic acid. CC1=C(C(CC[C@@H]1O)(C)C)/C=C/C(=C/C=C/C(=C/C(=O)[O-])/C)/C